C(OC1=NC=CC=C1)(OC1=NC=CC=C1)=S di-2-pyridyl thionocarbonate